3-[1-(2,6-dichloro-3-fluoro-phenyl)-ethoxy]-5-(3-fluoro-phenyl)-pyridin-2-ylamine ClC1=C(C(=CC=C1F)Cl)C(C)OC=1C(=NC=C(C1)C1=CC(=CC=C1)F)N